N-(5-Chlorothiazol-2-yl)-2-(3,3-difluorocyclopentyl)-2-(4-(2-(2-morpholinoethyl)-2H-tetrazol-5-yl)phenyl)acetamide ClC1=CN=C(S1)NC(C(C1=CC=C(C=C1)C=1N=NN(N1)CCN1CCOCC1)C1CC(CC1)(F)F)=O